C1(CC1)NC(=O)C1=CC(=NC(=C1)[C@H](C)C1=CC=CC=C1)C(=O)NC |r| (+/-)-N4-cyclopropyl-N2-methyl-6-(1-phenylethyl)pyridine-2,4-dicarboxamide